S1C(=NC2=C1C=CC=C2)C(CC2=CC(=CC=C2)C#N)NS(=O)(=O)C=2C=C(C=CC2)NC(=O)C2CCC(CC2)NC(OC(C)(C)C)=O tert-butyl N-[4-[[3-[[1-(1,3-benzothiazol-2-yl)-2-(3-cyanophenyl)ethyl]sulfamoyl]phenyl]carbamoyl]cyclohexyl]carbamate